3-fluoro-2-((1-(2-(isoindolin-2-yl)-3,7-dimethyl-4-oxo-4H-pyrido[1,2-a]pyrimidin-9-yl)ethyl)amino)benzoic acid FC=1C(=C(C(=O)O)C=CC1)NC(C)C1=CC(=CN2C1=NC(=C(C2=O)C)N2CC1=CC=CC=C1C2)C